[O-][2H].[K+] potassium deuteroxide